CC1=NC(=CC(=N1)NC1=C(C(=O)NOCC(F)(F)F)C=CC=N1)C ((2,6-dimethylpyrimidin-4-yl)amino)-N-(2,2,2-trifluoroethoxy)nicotinamide